3-hydroxy-5-[[(1R)-1-(2-isoindolin-2-yl-6-methyl-4-oxo-chromen-8-yl)ethyl]amino]quinazolin-4-one ON1C=NC2=CC=CC(=C2C1=O)N[C@H](C)C=1C=C(C=C2C(C=C(OC12)N1CC2=CC=CC=C2C1)=O)C